FC1(CNC1)C(=O)NC1=CC=2C(C=3N=C(N=CC3C2C=C1)C(F)(F)F)=O 3-fluoro-N-(9-oxo-2-(trifluoromethyl)-9H-indeno[2,1-d]pyrimidine-7-yl)azetidine-3-carboxamide